ClC1=CC=C(C(=N1)C(=O)OC)N[C@H](C)C=1C=C(C=C2C(C=C(OC12)SCC)=O)C Methyl 6-chloro-3-[[(1R)-1-(2-ethylsulfanyl-6-methyl-4-oxo-chromen-8-yl)ethyl]amino]pyridine-2-carboxylate